O(O)O.[Sn] tin oxy hydroxide